[Ni](I)I Nickel iodide